(2S,4R)-N-((R)-1-(4-bromothiophen-2-yl)ethyl)-4-(difluoromethoxy)-1-((4-phenoxybenzoyl)glycyl)pyrrolidine-2-carboxamide BrC=1C=C(SC1)[C@@H](C)NC(=O)[C@H]1N(C[C@@H](C1)OC(F)F)C(CNC(C1=CC=C(C=C1)OC1=CC=CC=C1)=O)=O